2-(4-Bromo-2-fluoroanilino)-3,4-difluoro-5-[[3-fluoro-2-(methylsulfamoylamino)pyridin-4-yl]methyl]-N-methoxybenzamide BrC1=CC(=C(NC2=C(C(=O)NOC)C=C(C(=C2F)F)CC2=C(C(=NC=C2)NS(NC)(=O)=O)F)C=C1)F